methyl 2-[(3S)-1-[6-(5-{[(4-cyclobutylpyrimidin-2-yl)oxy]methyl}-1-methyl-1H-1,2,3-triazol-4-yl)-2-ethylpyridin-3-yl]pyrrolidin-3-yl]acetate C1(CCC1)C1=NC(=NC=C1)OCC1=C(N=NN1C)C1=CC=C(C(=N1)CC)N1C[C@@H](CC1)CC(=O)OC